N1(CCC2=NC=CC=C21)C(=O)N2C[C@H](CCC2)NCCC2=CC=CC=C2 (S)-(2,3-dihydro-1H-pyrrolo[3,2-b]pyridin-1-yl)(3-(phenethylamino)piperidin-1-yl)methanone